BrC=1C=C(C(=C(C(=O)OC)C1)CBr)F Methyl 5-bromo-2-(bromomethyl)-3-fluorobenzoate